OC(C=C)C(C=C)O 3,4-dihydroxyhex-1,5-diene